FC1(CN(CC1(F)F)C1=CC(=NC=2N1N=CN2)C=2C(NC(NC2)=O)=O)F 5-(7-(3,3,4,4-tetrafluoropyrrolidin-1-yl)-[1,2,4]triazolo[1,5-a]pyrimidin-5-yl)pyrimidine-2,4(1H,3H)-dione